C(C)(C)(C)OC(=O)N1[C@H](CNCC1)CC.C(#C)[Si](C(C)C)(C(C)C)C(C)C ethynyl-tris(prop-2-yl)silane (S)-tert-butyl-2-ethylpiperazine-1-carboxylate